tert-butyl-S-trityl-L-cysteine C(C)(C)(C)N[C@@H](CSC(C1=CC=CC=C1)(C1=CC=CC=C1)C1=CC=CC=C1)C(=O)O